anthrylamine C1=CC=C2C=C3C(=CC2=C1)C=CC=C3N